glycyl-tyramine NCC(=O)NCCC1=CC=C(C=C1)O